FC=1C=NN(C1)C1=CC=C(C=N1)[C@H](C)N(C1=CC=C(C=N1)C=1C=2N(C=C(C1)OCC(F)F)N=CC2C#N)C (S)-4-(6-((1-(6-(4-fluoro-1H-pyrazol-1-yl)pyridin-3-yl)ethyl)(methyl)amino)pyridine-3-yl)-6-(2,2-difluoroethoxy)pyrazolo[1,5-a]pyridine-3-carbonitrile